(2R,3R,4S)-2-[2-chloro-6-[[6-(trifluoromethyl)-3-pyridyl]methylamino]purin-9-yl]tetrahydrothiophene-3,4-diol ClC1=NC(=C2N=CN(C2=N1)[C@@H]1SC[C@H]([C@H]1O)O)NCC=1C=NC(=CC1)C(F)(F)F